(S)-N-[1-(5-bromopyrimidin-2-yl)pyrrolidin-3-yl]-4-(furo[3,2-c]pyridin-4-yl)benzamide BrC=1C=NC(=NC1)N1C[C@H](CC1)NC(C1=CC=C(C=C1)C1=NC=CC2=C1C=CO2)=O